Cl.N1N=CC2=CC(=CC=C12)C1=CC2=C(N=C(S2)N(C2CC(NC(C2)(C)C)(C)C)C)C=C1 6-(1H-Indazol-5-yl)-N-methyl-N-(2,2,6,6-tetramethylpiperidin-4-yl)-1,3-benzothiazol-2-amin-Hydrochloride